C12(CC3CC(CC(C1)C3)C2)C(=O)OC(=C)C(C)=O 3-oxobut-1-en-2-yl (3r,5r,7r)-adamantane-1-carboxylate